CC1CC(C1)(C1=NN=CN1C)C=1C=C(C=O)C=CC1 3-[(1r,3s)-3-methyl-1-(4-methyl-1,2,4-triazol-3-yl)cyclobutyl]Benzaldehyde